isopropyl (S)-6-diazo-2-((S)-2-methoxy-4-(methylthio)butanamido)-5-oxohexanoate [N+](=[N-])=CC(CC[C@@H](C(=O)OC(C)C)NC([C@H](CCSC)OC)=O)=O